FC1=C(C=CC=C1)C1=CN(C=2N=CN=C(C21)N2C[C@H](N(C[C@@H]2C)C(=O)OC(C)C)C)C=2C=NN(C2)C isopropyl (2R,5S)-4-(5-(2-fluorophenyl)-7-(1-methyl-1H-pyrazol-4-yl)-7H-pyrrolo[2,3-d]pyrimidin-4-yl)-2,5-dimethylpiperazine-1-carboxylate